ammonium (2,4-dichlorophenoxy)acetate ClC1=C(OCC(=O)[O-])C=CC(=C1)Cl.[NH4+]